trans-4-(((trans-4-(3-Cyano-4-methoxyphenyl)cyclohexyl)methyl)(4-(1-isopropyl-1H-pyrazol-4-yl)pyridin-2-yl)carbamoyl)cyclohexyl dimethylcarbamate CN(C(O[C@@H]1CC[C@H](CC1)C(N(C1=NC=CC(=C1)C=1C=NN(C1)C(C)C)C[C@@H]1CC[C@H](CC1)C1=CC(=C(C=C1)OC)C#N)=O)=O)C